6-benzylpiperazine-2,5-dione C(C1=CC=CC=C1)C1C(NCC(N1)=O)=O